5-bromo-4-chloro-7-(4-chloropyridin-2-yl)-7H-pyrrolo[2,3-d]pyrimidine BrC1=CN(C=2N=CN=C(C21)Cl)C2=NC=CC(=C2)Cl